C(C1=CC=CC=C1)OC([C@@H](NP(=O)(OC[C@]1(N2CCC(C1=O)CC2)COC)OC[C@]2(N1CCC(C2=O)CC1)COC)C)=O (bis(((1S,2R,4S)-2-(methoxymethyl)-3-oxoquinuclidin-2-yl)methoxy)phosphoryl)-L-alanine benzyl ester